C1(=CC=CC=C1)C#CC1=C2C(=CN=C1)SC(=C2)C(=O)NC2=CC=C(C=C2)Cl 4-(phenylethynyl)-N-(4-chlorophenyl)thieno[2,3-c]pyridine-2-carboxamide